mono(methoxy)ethoxysilane COCCO[SiH3]